triazacyclotridecane-13-carboxylic acid tert-butyl ester C(C)(C)(C)OC(=O)C1CCCCCCCCCNNN1